COC=1C=C2CC(C(C2=CC1OC)=O)=CC1=CC(=C(C=C1)OC)C(F)(F)F 5,6-dimethoxy-2-(4-methoxy-3-(trifluoromethyl)benzylidene)-2,3-dihydro-1H-indene-1-one